C(C)(C)(C)OC(=O)N1C[C@H](N(CC1)C1=CC=C2C(C(NC2=C1)=O)(C)C)C.ClC1=NC(=NC(=N1)C1=CC=CC=C1)C1=CC=C(C=C1)C=1C=CC=C2C=CC=NC12 8-(4-(4-chloro-6-phenyl-1,3,5-triazin-2-yl)phenyl)quinoline tert-butyl-(R)-4-(3,3-dimethyl-2-oxoindolin-6-yl)-3-methylpiperazine-1-carboxylate